6-(2-((5-cyclopropyl-3-(2,6-dichlorophenyl)isoxazol-4-yl)methylene)-6-azaspiro[3.4]oct-6-yl)nicotinic acid C1(CC1)C1=C(C(=NO1)C1=C(C=CC=C1Cl)Cl)C=C1CC2(C1)CN(CC2)C2=NC=C(C(=O)O)C=C2